(2S,4R)-4-hydroxy-N-[[4-(4-methylthiazol-5-yl)phenyl]methyl]pyrrolidine-2-carboxamide hydrochloride Cl.O[C@@H]1C[C@H](NC1)C(=O)NCC1=CC=C(C=C1)C1=C(N=CS1)C